N-(4-tert-butylphenyl)-aniline C(C)(C)(C)C1=CC=C(C=C1)NC1=CC=CC=C1